lead magnesium sulfate S(=O)(=O)([O-])[O-].[Mg+2].[Pb+2].S(=O)(=O)([O-])[O-]